(cis,trans)-4-benzyl 1-tert-butyl 3-hydroxytetrahydropyrrolo[3,2-b]pyrrole-1,4(2H,5H)-dicarboxylate OC1C2C(N(C1)C(=O)OC(C)(C)C)CCN2C(=O)OCC2=CC=CC=C2